BrC=1C=C(C(=NC1)N)NCCOC 5-bromo-N3-(2-methoxyethyl)pyridine-2,3-diamine